FC1=C(C=CC(=C1F)CP(=O)(O)O)[C@H](C(=O)N[C@@H]1B(OC2=C(C1)C=CC=C2C(=O)O)O)NC(=O)N2C(C(N(CC2)CC)=O)=O (R)-3-((R)-2-(2,3-difluoro-4-(phosphonomethyl)phenyl)-2-(4-ethyl-2,3-dioxopiperazine-1-carboxamido)acetamido)-2-hydroxy-3,4-dihydro-2H-benzo[e][1,2]oxaborinine-8-carboxylic acid